(2-methoxyethoxy)(vinyl)silane COCCO[SiH2]C=C